ClC=1C=NC=C(C1NC(C(C1=CN(C2=CC=C(C=C12)O)CC1=CC=C(C=C1)F)=O)=O)Cl N-(3,5-dichloro-4-pyridinyl)-1-[(4-fluorophenyl)methyl]-5-hydroxy-α-oxo-1H-indole-3-acetamide